FC1=C(C(=CC=C1)F)NC(C1=C(C=C(C(=C1)F)N1N=C2COCCN2C1=O)O[C@@H](C)CCC)=O N-(2,6-difluorophenyl)-5-fluoro-4-(3-oxo-5,6-dihydro-3H-[1,2,4]triazolo[3,4-c][1,4]oxazin-2(8H)-yl)-2-[(2S)-pent-2-yloxy]benzamide